(2-(2,2-dimethylpyrrolidin-1-yl)ethyl)-4-methyl-5-((1-methyl-6-(pyrimidin-5-ylamino)-1H-pyrazolo[3,4-d]pyrimidin-3-yl)amino)thiophene-2-carboxamide CC1(N(CCC1)CCC1=C(SC(=C1C)NC1=NN(C2=NC(=NC=C21)NC=2C=NC=NC2)C)C(=O)N)C